SC(CC(=O)OCCCCOC(CC(C)S)=O)C butanediyl bis(3-mercaptobutyrate)